bis(tert-butylperoxyisopropyl)phenylbis(tert-butylperoxy)-2,5-dimethylhexyne C(C)(C)(C)OOC(C)(C)C(C(C#CC(C)(C)OOC(C)(C)C)(C)OOC(C)(C)C)(C1=CC=CC=C1)C(C)(C)OOC(C)(C)C